(3-(5-(4-chlorophenyl)thiophen-2-yl)oxetan-3-yl)(4-methylpiperazin-1-yl)methanone ClC1=CC=C(C=C1)C1=CC=C(S1)C1(COC1)C(=O)N1CCN(CC1)C